ClC1=CC=C(C=C1)C1=C(CCC(C1)(C)C)CN1CC2N(C(C1)C2)C(=O)C=2C=C1CN(C(C1=C(C2)F)=O)C2C(NC(CC2)=O)=O 3-(5-(3-((4'-chloro-5,5-dimethyl-3,4,5,6-tetrahydro-[1,1'-biphenyl]-2-yl)methyl)-3,6-diazabicyclo[3.1.1]heptane-6-carbonyl)-7-fluoro-1-oxoisoindolin-2-yl)piperidine-2,6-dione